4-(trifluoromethyl)-N-(2-vinylphenyl)benzenesulfonamide FC(C1=CC=C(C=C1)S(=O)(=O)NC1=C(C=CC=C1)C=C)(F)F